(6S,9S)-2-allyl-N-benzyl-6-(4-hydroxybenzyl)-9-methyl-8-(naphthalene-1-ylmethyl)-4,7-dioxooctahydro-1H-pyrazino[2,1-c][1,2,4]triazine-1-carboxamide C(C=C)N1N(C2N(C(C1)=O)[C@H](C(N([C@H]2C)CC2=CC=CC1=CC=CC=C21)=O)CC2=CC=C(C=C2)O)C(=O)NCC2=CC=CC=C2